NC1=NC2=C(C=C(C=C2C=C1)NC(C1=C(C=C(C=C1)Br)N1CCC2(CC2)CC1)=O)N1CCC(CC1)(F)F N-(2-amino-8-(4,4-difluoropiperidin-1-yl)quinolin-6-yl)-4-bromo-2-(6-azaspiro[2.5]oct-6-yl)benzamide